FC1=C(C=C(C=C1C)C1=NN2C(CN(CC2)C(=O)OC(C)(C)C)=C1N1C(N(C=C1)C=1C=C2C=NN(C2=CC1)C)=O)C tert-butyl 2-(4-fluoro-3,5-dimethyl-phenyl)-3-[3-(1-methylindazol-5-yl)-2-oxo-imidazol-1-yl]-6,7-dihydro-4H-pyrazolo[1,5-a]pyrazine-5-carboxylate